C(#N)C=1C=C(C=CC1)[C@@H]1N(OCC1)C1=CC(=NC=N1)NC=1C(=CC(=C(C1)NC(C=C)=O)N1CCC(CC1)N1CCN(CC1)C)OC N-(5-((6-((R)-3-(3-cyanophenyl)isoxazolidine-2-yl)pyrimidine-4-yl)amino)-4-methoxy-2-(4-(4-methylpiperazine-1-yl)piperidine-1-yl)phenyl)acrylamide